dimethylsilyl-bis(2-methylfluorenyl)hafnium C[SiH](C)[Hf](C1=C(C=CC=2C3=CC=CC=C3CC12)C)C1=C(C=CC=2C3=CC=CC=C3CC12)C